BrC1=CC=CC(=N1)S(=O)(=O)CCCCN1C(C2=CC=CC=C2C1=O)=O 2-(4-((6-bromopyridin-2-yl)sulfonyl)butyl)isoindoline-1,3-dione